C(C)(=O)N1CCN(CC1)C1=CC=C(C=C1)NC1=NC=C(C(=N1)N[C@H]1C(CCC1)O)C(=O)N 2-(4-(4-acetylpiperazin-1-yl)phenylamino)-4-((1R)-2-hydroxycyclopentylamino)pyrimidine-5-carboxamide